1-bromo-3-(bromomethyl)-2,5-difluoro-benzene BrC1=C(C(=CC(=C1)F)CBr)F